C1(CCCCC1)CC(=O)O[C@@H]1[C@H](O[C@@]([C@@H]1O)(C#N)C1=CC=C2C(=NC=NN21)N)CO[Si](C2=CC=CC=C2)(C2=CC=CC=C2)C(C)(C)C (2R,3S,4R,5R)-5-(4-aminopyrrolo[2,1-f][1,2,4]triazin-7-yl)-2-(((tert-butyldiphenylsilyl) oxy) methyl)-5-cyano-4-hydroxytetrahydrofuran-3-yl 2-cyclohexylacetate